CC=1SC(=C(N1)C)C1=NN(C(C=C1)=O)CCNC(CSC1=NN=NN1C)=O N-[2-[3-(2,4-dimethyl-1,3-thiazol-5-yl)-6-oxopyridazin-1-yl]ethyl]-2-(1-methyltetrazol-5-yl)sulfanylacetamide